(3R,5'S)-1'-((S)-2-((2-chloroethyl)amino)-3-cyclopropylpropionyl)-2-oxospiro[indole-3,3'-pyrrolidine]-5'-carbonitrile ClCCN[C@H](C(=O)N1C[C@]2(C[C@H]1C#N)C(NC1=CC=CC=C12)=O)CC1CC1